[Mn](=O)([O-])[O-].[Ca+2] Calcium manganit